(2S)-N,3-dicyclobutyl-2-{[1-cyclopentyl-5-(2,6-dimethoxyphenyl)-1H-pyrazol-3-yl]formamido}propanamide C1(CCC1)NC([C@H](CC1CCC1)NC(=O)C1=NN(C(=C1)C1=C(C=CC=C1OC)OC)C1CCCC1)=O